FC(C1=C(C(=CC=C1)F)N1CCC(CC1)N1C(N(C=2C(C1)=CN(N2)C)CC2=C(C=CC=C2)C(F)(F)F)=O)F 5-[1-(2-Difluoromethyl-6-fluorophenyl)-piperidin-4-yl]-2-methyl-7-(2-trifluoromethyl-benzyl)-2,4,5,7-tetrahydro-pyrazolo[3,4-d]pyrimidin-6-one